COCC1=NN2C(N=CC=C2C(=O)OCC)=C1 ethyl 2-(methoxymethyl)pyrazolo[1,5-a]pyrimidine-7-carboxylate